12-Hydroxy-heptacosa-14,17-dienoic acid OC(CCCCCCCCCCC(=O)O)CC=CCC=CCCCCCCCCC